5-hydroxy-trans-cyclooctene OC1CC/C=C/CCC1